BrC=1C=CC2=C(SCOCC2)C1 8-bromo-4,5-dihydrobenzo[d][1,3]oxathiepine